FC(C=1C=C(OCCCCCC(=O)O)C=CC1)(F)F 6-(3-(trifluoromethyl)phenoxy)hexanoic acid